2-chloro-4-(2,5-difluorophenyl)pyridine-3-carboxylic acid ClC1=NC=CC(=C1C(=O)O)C1=C(C=CC(=C1)F)F